ClC1=C(C=CC=C1)C1CC2=CC=CC=C2C=C1 2-(2-chlorophenyl)-1H-naphthalene